CC=1N(C=CN1)C=1C(=C(C=O)C=CC1)C 2-methyl-1H-imidazol-1-yl(methyl)benzaldehyde